ClC=1C(=C(C(=NC1C)S(=O)(=O)NC=1C=CC=C2C=CC=NC12)C#N)C 5-chloro-3-cyano-4,6-dimethyl-N-(quinolin-8-yl)pyridine-2-sulfonamide